BrC1=C2C(=C(N=C1)CNC(C1=C(C=CC(=C1)F)OC)=O)NN=C2 N-((4-bromo-1H-pyrazolo[3,4-c]pyridin-7-yl)methyl)-5-fluoro-2-methoxybenzamide